C(#N)C=1C(=NC(=CC1C(F)(F)F)C)N1[C@@H](CCC1=O)C(=O)O (S)-1-(3-cyano-6-methyl-4-(trifluoromethyl)pyridin-2-yl)-5-oxopyrrolidine-2-carboxylic acid